CC=1OC2=C(C1C(=O)N[C@@H]1CNCC1)C=C(C=C2)OCC=2C=NC=C(C2)C(F)(F)F (S)-2-methyl-N-(pyrrolidin-3-yl)-5-((5-(trifluoromethyl)pyridin-3-yl)methoxy)benzofuran-3-carboxamide